tert-butyl 7-[[2-[4-(4-chlorophenyl)-5-(4-pyridinyl) imidazol-1-yl] acetyl] amino]-5-oxa-2-azaspiro[3.4]octane-2-carboxylate ClC1=CC=C(C=C1)C=1N=CN(C1C1=CC=NC=C1)CC(=O)NC1COC2(CN(C2)C(=O)OC(C)(C)C)C1